3-((5-(5-(difluoromethyl)-1,3,4-oxadiazol-2-yl)pyridin-2-yl)methyl)-5-fluoro-6-(1-methylpiperidin-4-yl)benzo[d]oxazol-2(3H)-one FC(C1=NN=C(O1)C=1C=CC(=NC1)CN1C(OC2=C1C=C(C(=C2)C2CCN(CC2)C)F)=O)F